N4-(4-methoxy-3-(3-(pyrrolidin-1-yl)propoxy)phenyl)-N2-(piperidin-4-ylmethyl)pyridine-2,4-diamine COC1=C(C=C(C=C1)NC1=CC(=NC=C1)NCC1CCNCC1)OCCCN1CCCC1